C[Si](CCOCN1N=CC(=C1)C1=CC=C(C=C1)NC1=NC=NC=C1C#N)(C)C 4-((4-(1-((2-(trimethylsilyl)ethoxy)methyl)-1H-pyrazol-4-yl)phenyl)amino)pyrimidine-5-carbonitrile